N[C@H]1CN(C[C@@H](C1)F)C(=O)C1=CC2=C(N(C(=N2)C=2N(C3=CC=CC=C3C2)CC2CC2)CC2CN(C2)C2=NC(=NC=C2)C#N)C(=C1)OC 4-(3-((5-((3r,5r)-3-amino-5-fluoropiperidine-1-carbonyl)-2-(1-(cyclopropylmethyl)-1H-indol-2-yl)-7-methoxy-1H-benzo[d]imidazol-1-yl)methyl)azetidin-1-yl)pyrimidine-2-carbonitrile